7-N,N-bis(benzyloxycarbonyl)-1,4,7,10-tetraazacyclododecane C(C1=CC=CC=C1)OC(=O)N1CCNCCNCCN(CC1)C(=O)OCC1=CC=CC=C1